tert-butyl N-[(3R,4R)-1-[2-chloro-5-[1-(difluoromethyl)pyrazol-4-yl]-4-pyridyl]-4-methoxy-3-piperidyl]carbamate ClC1=NC=C(C(=C1)N1C[C@H]([C@@H](CC1)OC)NC(OC(C)(C)C)=O)C=1C=NN(C1)C(F)F